5-(3-aminofurazan-4-yl)-1-hydroxytetrazol ammonium salt [NH4+].NC1=NON=C1C1=NN=NN1O